((4-(trifluoromethyl)phenyl)carbamoyl)nicotinic acid methyl ester COC(C1=C(N=CC=C1)C(NC1=CC=C(C=C1)C(F)(F)F)=O)=O